(4Z)-2-ethylsulfanyl-4-[(2-methyl-1,3-benzothiazol-6-yl)methylene]-1H-imidazol-5-one C(C)SC=1NC(/C(/N1)=C/C1=CC2=C(N=C(S2)C)C=C1)=O